C1(=CC=CC=C1)C1CCC(CC1)OCC1=NC=CC=C1C1=NN(C=C1C(F)(F)F)COCC[Si](C)(C)C 2-((((1s,4s)-4-phenylcyclohexyl)oxy)methyl)-3-(4-(trifluoromethyl)-1-((2-(trimethylsilyl)ethoxy)methyl)-1H-pyrazol-3-yl)pyridine